NC1=NC=2C=NC(=CC2C2=C1COC2)C(=O)N2[C@@H](COCC2)C=2C=NC(=NC2)C(F)(F)F (4-amino-1,3-dihydrofuro[3,4-c][1,7]naphthyridin-8-yl)-[(3R)-3-[2-(trifluoromethyl)pyrimidin-5-yl]morpholin-4-yl]methanone